2,5-dichloro-3-[5-(3,4-dihydroxy-5-nitrophenyl)-1,2,4-oxadiazol-3-yl]-4,6-dimethylpyridine N-oxide ClC1=[N+](C(=C(C(=C1C1=NOC(=N1)C1=CC(=C(C(=C1)[N+](=O)[O-])O)O)C)Cl)C)[O-]